CC1=C(C=2C(=N[C@H](C=3N(C2S1)C(=NN3)C)CC(=O)O)C3=CC=C(C=C3)Cl)C (S)-2-[2,3,9-trimethyl-4-(4-chlorophenyl)-6H-thieno[3,2-f][1,2,4]triazolo[4,3-a][1,4]diazepin-6-yl]acetic acid